ClC=1C=C(C=NC1N1N=CC=N1)NC(=O)C=1C=NN(C1C(F)(F)F)C1=C2C(=C(N=C1)C(C)O)SC=C2 N-(5-Chloro-6-(2H-1,2,3-triazol-2-yl)pyridin-3-yl)-1-(7-(1-hydroxyethyl)-thieno[2,3-c]pyridin-4-yl)-5-(trifluoromethyl)-1H-pyrazol-4-carboxamid